ClC1=CC=C(C=C1)NC1=NC=C2C(=N1)N(N(C2=O)CC=C)C2=NC(=CC=C2)N(C2CCN(CC2)C)C 6-[(4-chlorophenyl)amino]-1-{6-[methyl(1-methylpiperidin-4-yl)amino]pyridin-2-yl}-2-(prop-2-en-1-yl)-1H,2H,3H-pyrazolo[3,4-d]pyrimidin-3-one